5-chloro-1'-{2-[4-(3-methanesulfonyl-oxetan-3-yl)phenoxy]ethyl}-1,2-dihydrospiro[indole-3,4'-piperidin]-2-one ClC=1C=C2C(=CC1)NC(C21CCN(CC1)CCOC1=CC=C(C=C1)C1(COC1)S(=O)(=O)C)=O